ethyl 2-((2S,4R)-4-((((9H-fluoren-9-yl) methoxy)carbonyl)amino)-1-(tert-butoxycarbonyl)pyrrolidin-2-yl)thiazole-4-carboxylate C1=CC=CC=2C3=CC=CC=C3C(C12)COC(=O)N[C@@H]1C[C@H](N(C1)C(=O)OC(C)(C)C)C=1SC=C(N1)C(=O)OCC